FC=1C=C(CCC2=CC(=CC(=N2)N)C)C=C(C1)CC[C@@H]1NCCC1 (S)-6-(3-fluoro-5-(2-(pyrrolidin-2-yl)ethyl)phenethyl)-4-methylpyridin-2-amine